FC(C(=O)O)(F)F.ClC1=C(C(=CC=C1)Cl)C=1C=C2C(=NNC2=CC1)NC(=O)[C@H]1CN[C@H](CC1)C (3R,6S)-N-[5-(2,6-dichlorophenyl)-1H-indazol-3-yl]-6-methylpiperidine-3-carboxamide trifluoroacetate